2-(4-(4-(2,4-dioxotetrahydropyrimidin-1(2H)-yl)phenyl)piperidin-1-yl)acetic acid hydrochloride Cl.O=C1N(CCC(N1)=O)C1=CC=C(C=C1)C1CCN(CC1)CC(=O)O